4,8-dimethyl-nonanoic acid CC(CCC(=O)O)CCCC(C)C